C(C)(C)(C)OC(=O)C12CC(C(CC1)(CC2)NC(=O)OCCC2=CC=CC=C2)=O 4-(((Benzylmethoxy)carbonyl)amino)-3-oxobicyclo[2.2.2]octane-1-carboxylic acid tert-butyl ester